F[C@@H]1C[C@H](N(C1)C(CC1=CNC(C=C1)=O)=O)C(=O)N[C@@H](C1=CC=CC=C1)C1=NC(=C(C=C1)C(C)C)F (2S,4R)-4-fluoro-N-[(S)-[6-fluoro-5-(propan-2-yl)pyridin-2-yl](phenyl)methyl]-1-[2-(6-oxo-1,6-dihydropyridin-3-yl)acetyl]pyrrolidine-2-carboxamide